FC=1C=C(OCCN2CCN(CC2)C(=O)OC(C)(C)C)C=C(C1C=O)F tert-butyl 4-(2-(3,5-difluoro-4-formylphenoxy)ethyl)piperazine-1-carboxylate